isobutyl 3,5-diamino-4-chloro-benzoate NC=1C=C(C(=O)OCC(C)C)C=C(C1Cl)N